(4-((2R,6S)-2,6-dimethyltetrahydro-2H-pyran-4-yl)phenyl)carbamic acid tert-butyl ester C(C)(C)(C)OC(NC1=CC=C(C=C1)C1C[C@H](O[C@H](C1)C)C)=O